3-(4-(1,4-dioxaspiro[4.5]decan-8-yl)indolin-1-yl)piperidine-2,6-dione O1CCOC12CCC(CC2)C2=C1CCN(C1=CC=C2)C2C(NC(CC2)=O)=O